C(C)(=O)N1CC2(CN(C2)C(=O)OC(C)(C)C)C1 tert-butyl 6-acetyl-2,6-diazaspiro[3.3]heptane-2-carboxylate